CC1=CC=CC(=N1)C1=C(N=CN1)C=1C=C2C=C(C=NC2=CC1)C=1C=NC(=NC1)C(=O)OC1CNC1 azetidin-3-yl 5-[6-[5-(6-methyl-2-pyridyl)-1H-imidazol-4-yl]-3-quinolyl]pyrimidine-2-carboxylate